CN1C(=C(C2=C1N=CC=C2)/C=C/C(=O)N3CCC4=CC(=C(C=C4C3)OC)OC)C5=CC=CC=C5.Cl The molecule is a hydrochloride resulting from the reaction of SIS3 free base with 1 mol eq. of hydrogen chloride. It has a role as a Smad3 inhibitor. It contains a SIS3 free base(1+).